Tert-butyl 7-bromo-9-chloro-5-methyl-3,5-dihydro-2H-1,4-benzoxazepine-4-carboxylate BrC=1C=C(C2=C(C(N(CCO2)C(=O)OC(C)(C)C)C)C1)Cl